C(C)(C)C1C=CC(CC1)(C)SC[C@H](N)C(=O)OCCCCCC hexyl S-(4-isopropyl-1-methylcyclohex-2-en-1-yl)cysteinate